2,2'-bis(2-hydroxypropoxy)-6,6'-di(naphthalen-1-yl)-1,1'-binaphthalene OC(COC1=C(C2=CC=C(C=C2C=C1)C1=CC=CC2=CC=CC=C12)C1=C(C=CC2=CC(=CC=C12)C1=CC=CC2=CC=CC=C12)OCC(C)O)C